C(#N)C=1C=C(C=NC1N1N=CC=N1)NC(=O)C=1C=NN(C1C(F)(F)F)C1=C(C=C(C=C1Cl)F)Cl N-(5-cyano-6-(2H-1,2,3-triazol-2-yl)pyridin-3-yl)-1-(2,6-dichloro-4-fluorophenyl)-5-(trifluoromethyl)-1H-pyrazole-4-carboxamide